1-([1,2,4-triazolo[1,5-a]pyridin-7-yl]ethyl)-2-(1-methyl-1H-pyrazol-4-yl)pyrimidine-4-formamide N=1C=NN2C1C=C(C=C2)CCN2C(N=C(C=C2)C(=O)N)C=2C=NN(C2)C